BrC1=NN(C=C1)CCO 2-(3-bromopyrazol-1-yl)ethanol